3-methyl 3-((2-nitropyridin-3-yl)oxy)pyrrolidine-1,3-dicarboxylate [N+](=O)([O-])C1=NC=CC=C1OC1(CN(CC1)C(=O)[O-])C(=O)OC